BrC1=CC(=NC=C1)/C(/C(=O)OCC)=N/O ethyl (Z)-2-(4-bromopyridin-2-yl)-2-(hydroxyimino)acetate